C1(CCCCC1)C(=O)N (Cyclohexanecarboxamide)